(Z)-3-fluoro-4-((3-fluoroquinolin-8-yl)sulfonyl)but-2-en-1-amine F\C(=C/CN)\CS(=O)(=O)C=1C=CC=C2C=C(C=NC12)F